2,5,6-trichlorophenol ClC1=C(C(=C(C=C1)Cl)Cl)O